O=C1NC(CCC1N1C(C2=CC=CC(=C2C1)NCC1CCN(CC1)C(=O)C=1C=C(C=CC1)C(C1=CC(=C2C=CC=NC2=C1O)C)C(C(=O)N)CC)=O)=O ((3-(4-(((2-(2,6-dioxopiperidin-3-yl)-1-oxoisoindolin-4-yl)amino)methyl)piperidine-1-carbonyl)phenyl)(8-hydroxy-5-methylquinolin-7-yl)methyl)butyramide